COC1=CC=C(CN(C=2C=3N(C(=C(N2)C2=C(C#N)C=CC=C2)Br)N=C(N3)C(O)C3=C(C=CC=C3F)F)CC3=CC=C(C=C3)OC)C=C1 (8-(bis(4-methoxybenzyl)amino)-5-bromo-2-((2,6-difluorophenyl)(hydroxy)methyl)-[1,2,4]triazolo[1,5-a]pyrazin-6-yl)benzonitrile